N4-(N-acetyl-β-D-glucosaminyl)asparagine C(C)(=O)N[C@H]1[C@@H](O[C@@H]([C@H]([C@@H]1O)O)CO)NC(C[C@H](N)C(=O)O)=O